2-methyl-4-prop-1-ynyl-thiazole CC=1SC=C(N1)C#CC